OCC(C(=O)C1=CC=CC=C1)CO 3-hydroxy-2-(hydroxymethyl)-1-phenyl-propan-1-one